C(C)(C)(C)OC(=O)N[C@@H](C(=O)N[C@H](CCC(=O)OC(C)(C)C)C(=O)OC(C)(C)C)CCC(=O)OC di-tert-butyl ((R)-2-((tert-butoxycarbonyl)amino)-5-methoxy-5-oxopentanoyl)-D-glutamate